3-(3,5-dichlorophenyl)-3-(5-(3-(5,6,7,8-tetrahydro-1,8-naphthyridin-2-yl)-propyl)-1H-indazol-1-yl)propionic acid ClC=1C=C(C=C(C1)Cl)C(CC(=O)O)N1N=CC2=CC(=CC=C12)CCCC1=NC=2NCCCC2C=C1